BrC=1SC=C(N1)C1COCC1 2-bromo-4-(tetrahydrofuran-3-yl)thiazole